COC(C(CCCC)N1C=C(C2=CC=CC=C12)C=O)=O (3-formyl-1H-indol-1-yl)hexanoic acid methyl ester